1,2-dimethyl 4-(3-hydroxypropyl)benzene-1,2-dicarboxylate OCCCC=1C=C(C(=CC1)C(=O)OC)C(=O)OC